trivinyl-triacetoxysilane C(=C)C(C(=O)O[SiH](OC(C)=O)OC(C)=O)(C=C)C=C